ethyl (R)-4-(3-bromophenyl)-3-(2-((tert-butyldiphenylsilyl)oxy)ethyl)-2-((R)-tert-butyl-sulfinyl)-2,3-dihydro-1H-pyrrolo[3,4-c]pyridine-6-carboxylate BrC=1C=C(C=CC1)C1=NC(=CC2=C1[C@H](N(C2)[S@](=O)C(C)(C)C)CCO[Si](C2=CC=CC=C2)(C2=CC=CC=C2)C(C)(C)C)C(=O)OCC